N[C@H](C(=O)N1C[C@H]2[C@@H]([C@H]1C(=O)O)CCC2)CC (3S,3aS,6aR)-2-[(2S)-2-aminobutanoyl]-3,3a,4,5,6,6a-hexahydro-1H-cyclopenta[c]pyrrole-3-carboxylic acid